5-(2-(diisopropylphosphino)phenyl)-1-methyl-1H-pyrazole C(C)(C)P(C1=C(C=CC=C1)C1=CC=NN1C)C(C)C